F[C@H]\1[C@@]2(CCC[C@H](C/C1=C\C=1N=CC(=NC1)C1=C(C=C(C=C1)N1C=NC=C1)O)N2)C 2-(5-((E)-((1S,2R,5R)-2-fluoro-1-methyl-9-azabicyclo[3.3.1]nonan-3-ylidene)methyl)pyrazin-2-yl)-5-(1H-imidazol-1-yl)phenol